2,3,5-trimethyl-1,4-benzenediol CC1=C(C=C(C(=C1C)O)C)O